2-methyl-propane-2-sulfonamide CC(C)(C)S(=O)(=O)N